NC(C)C=1C=C(C=C2C(N(C(=NC12)N1CCOCC1)CC(C)(C)O[Si](C1=CC=CC=C1)(C1=CC=CC=C1)C(C)(C)C)=O)C 8-(1-aminoethyl)-3-(2-((tert-butyldiphenylsilyl)oxy)-2-methylpropyl)-6-methyl-2-morpholinoquinazolin-4(3H)-one